[OH-].[OH-].[OH-].C(C(C)C)[Hf+3] monoisobutyl-hafnium trishydroxide